3-oxa-9,10-diazatricyclo[7.3.0.02,6]dodeca-1(12),2(6),4,7,10-pentaen-12-ylmethanol C=12C=3OC=CC3C=CN2N=CC1CO